ICC\C=C/CC (Z)-1-iodohex-3-ene